C1(=CC=C2C=CC3=CC=CC4=CC=C1C2=C34)C=O Pyrene-1-carboxaldehyde